(E)-6-(4-Methoxystyryl)-5-methyl-2-phenyl-3-(piperidin-1-yl)pyrazolo[1,5-a]pyrimidin-7(4H)-one COC1=CC=C(/C=C/C2=C(NC=3N(C2=O)N=C(C3N3CCCCC3)C3=CC=CC=C3)C)C=C1